4-(2-chloro-5H-pyrrolo[3,2-d]pyrimidin-4-yl)piperazine-1-carboxylic acid benzyl ester C(C1=CC=CC=C1)OC(=O)N1CCN(CC1)C=1C2=C(N=C(N1)Cl)C=CN2